3-aminopropyldimethyl-amine NCCCN(C)C